Cl.N[C@H](C(=O)N)C[C@H]1C(NCC1)=O (S)-2-amino-3-[(S)-2-oxopyrrolidin-3-yl]propanamide hydrochloride